COC=1C=C(C=CC1)N1CCNCC1 4-(3-methoxyphenyl)piperazin